bis(triphenylphosphine) silver (I) iodide [Ag]I.C1(=CC=CC=C1)P(C1=CC=CC=C1)C1=CC=CC=C1.C1(=CC=CC=C1)P(C1=CC=CC=C1)C1=CC=CC=C1